C(C1=CC=CC=C1)(=O)O[C@@H]1C23[C@@H](N(C1=O)C1=CC(=CC=C1)OC)OC([C@]21[C@H](C[C@@]3(O)C(C)(C)C)OC(C1)=O)=O (3aS,5aS,8R,9R,10aS)-9-(tert-butyl)-9-hydroxy-6-(3-methoxyphenyl)-2,4,7-trioxodecahydrofuro[3'',2'':2',3']cyclopenta[1',2':3,4]furo[2,3-b]pyrrol-8-yl benzoate